CC1CCC=2C(=NC(=C(C21)C#N)SCSCCOC)C=2N=CN(C(C2)=O)C 5-methyl-1-(1-methyl-6-oxopyrimidin-4-yl)-3-(2-oxa-5-thiahex-6-ylsulfanyl)-6,7-dihydro-5H-cyclopenta[1,2-c]pyridine-4-carbonitrile